Cl.NC\C=C(\CN1N=NC2=C1C=CC=C2C=2C=C(C=CC2)S(=O)(=O)N(C)C)/F (Z)-3-(1-(4-amino-2-fluorobut-2-en-1-yl)-1H-benzo[d][1,2,3]triazole-4-yl)-N,N-dimethylbenzenesulfonamide hydrochloride